(1R,2S)-1-(5-chloro-2-cyanophenyl)-1-(1-methyl-1H-pyrazol-4-yl)propan ClC=1C=CC(=C(C1)[C@@H](CC)C=1C=NN(C1)C)C#N